C(=CC)OC(O)=S.C(=CC)OC(O)=O.C(=CC)NC(O)=S.C(N)(OC=CC)=O propenyl carbamate propenyl-thiocarbamate propenyl-carbonate propenyl-thiocarbonate